[(1S,3S,4R,6S)-6-(cyclopropylmethyl)-2-azabicyclo[2.2.2]octan-3-yl]-{2-[2-(2,2,2-trifluoroethyl)-5-(trifluoromethyl)thieno[2,3-b]pyridin-4-yl]-2,7-diazaspiro[3.5]nonan-7-yl}methanone C1(CC1)C[C@H]1C[C@@H]2[C@H](N[C@H]1CC2)C(=O)N2CCC1(CN(C1)C1=C3C(=NC=C1C(F)(F)F)SC(=C3)CC(F)(F)F)CC2